CC=1N=C(C2=C(N1)OC=C2C(=O)NC2=CC=CC=C2)NC2(CC2)C methyl-4-[(1-methylcyclopropyl)amino]-N-phenylfuro[2,3-d]pyrimidine-5-carboxamide